Cl.O1COC2=C1C=C(C=C2C2=CC1=C(OCO1)C=C2)C(=O)N 4,5'-bibenzo[d][1,3]dioxol-6-carboxamide hydrochloride salt